2-propenic acid C(C=C)(=O)O